[N+](=O)([O-])C1=C(CSCCN)C=CC=C1 2-((2-nitrobenzyl)thio)ethan-1-amine